8-(methylamino)-N,N-dioctyloctanamide CNCCCCCCCC(=O)N(CCCCCCCC)CCCCCCCC